(S)-1-(3-iodophenyl)pyrrolidin-3-ol IC=1C=C(C=CC1)N1C[C@H](CC1)O